CC1=CC=C(C=C1)S(=O)(=O)OC[C@@H](C[C@H]1N(CCC2=C1NC1=CC=C(C=C21)Cl)C2=NC(=NC(=N2)C(F)(F)F)C(F)(F)F)O (R)-3-((R)-2-(4,6-bis(trifluoromethyl)-1,3,5-triazin-2-yl)-6-chloro-2,3,4,9-tetrahydro-1H-pyrido[3,4-b]indol-1-yl)-2-hydroxypropyl 4-methylbenzenesulfonate